C(C)(C)(C)OC(=O)N[C@H](C(=O)OC)CI methyl (R)-2-tert-butoxycarbonylamino-3-iodopropionate